(2S,4S)-6-chloro-4-hydroxy-N-(1-{5-[cis-3-(trifluoromethoxy)cyclobutyl]-1,3,4-oxadiazol-2-yl}-2-oxabicyclo[2.2.2]octan-4-yl)-3,4-dihydro-2H-1-benzopyran-2-carboxamide ClC=1C=CC2=C([C@H](C[C@H](O2)C(=O)NC23COC(CC2)(CC3)C=3OC(=NN3)[C@@H]3C[C@@H](C3)OC(F)(F)F)O)C1